potassium 4-chloro-6,7-dihydro-5H-cyclopenta[4,5]pyrrolo[2,3-d]pyrimidine-8-carboxylate ClC=1C2=C(N=CN1)N(C1=C2CCC1)C(=O)[O-].[K+]